C1(CCCCC1)C1N(CCN(C1)C1=C(C=CC=C1)F)C(=O)N cyclohexyl-4-(2-fluorophenyl)piperazine-1-carboxamide